4-[6-[1-cyano-2,2,2-trideuterio-1-(trideuteriomethyl)ethyl]pyrazolo[1,5-a]pyridin-3-yl]-2-(difluoromethoxy)-N-[(1R,2S)-2-fluorocyclopropyl]-6-methoxy-benzamide C(#N)C(C([2H])([2H])[2H])(C([2H])([2H])[2H])C=1C=CC=2N(C1)N=CC2C2=CC(=C(C(=O)N[C@H]1[C@H](C1)F)C(=C2)OC)OC(F)F